ClC1=C(C=CC=C1Cl)C=1N=C2SC(=NN2C1)N1CCC2(CC1)[C@@H](C1=CC=CC=C1C2)N (S)-1'-(6-(2,3-dichlorophenyl)imidazo[2,1-b][1,3,4]thiadiazol-2-yl)-1,3-dihydrospiro[inden-2,4'-piperidin]-1-amine